[Si](OCCCN)(OOC)(OOC)OOC aminopropyl trimethoxy silicate